Cl.[Li].[Li] dilithium hydrochloride